CN1N=C(C=C1OC(F)F)C(F)(F)F 1-methyl-3-(trifluoromethyl)-5-(difluoromethoxy)-1H-pyrazole